NC1=C([N+](=CC2=C(C=CC=C12)C=1C(=NC=CC1)C(F)F)[O-])C(NCCC)=O 4-amino-8-(2-(difluoromethyl)pyridin-3-yl)-3-(propylcarbamoyl)isoquinoline 2-oxide